zinc oxide Aluminum Tin [Sn+4].[Al+3].[O-2].[Zn+2]